C(#C)C1(CCN(CC1)C(=O)OCC1=CC=CC=C1)O benzyl 4-ethynyl-4-hydroxy-piperidine-1-carboxylate